(2S,5R)-5-[4-(4-methoxyphenyl)phenyl]-1H-pyrrole-2-carboxamide COC1=CC=C(C=C1)C1=CC=C(C=C1)C1=CC=C(N1)C(=O)N